FC(C1=CC=C(CN2C=NCC=C2)C=C1)(F)F 3-(4-(trifluoromethyl)benzyl)-3,6-dihydropyrimidin